C1(CC1)OC1=NC(=NC=C1C(=O)NC1=C(C(=CC=C1Cl)F)Cl)SC 4-cyclopropoxy-N-(2,6-dichloro-3-fluorophenyl)-2-(methylsulfanyl)pyrimidine-5-carboxamide